methyl-itaconamide CC=C(C(=O)N)CC(=O)N